tert-butyl N-[5-(aminomethyl)pyridin-2-yl]carbamate CC(C)(C)OC(=O)NC1=NC=C(C=C1)CN